FC=1C=C(C=C(C1)F)C1CCC(=N1)CON(N)C(=O)NN N'-[5-(3,5-difluorophenyl)-4,5-dihydro-3H-pyrrol-2-yl]methoxycarbohydrazide